2-(4-(benzyloxy)-5-ethyl-2-fluorophenyl)-4,4,5,5-tetramethyl-1,3,2-dioxaborolane C(C1=CC=CC=C1)OC1=CC(=C(C=C1CC)B1OC(C(O1)(C)C)(C)C)F